O=C1N(C(C2=CC=CC=C12)=O)OC(=O)C1(CCN(CC1)C(=O)OC(C)(C)C)C tert-butyl 4-{[(1,3-dioxo-1,3-dihydro-2H-isoindol-2-yl) oxy] carbonyl}-4-methylpiperidine-1-carboxylate